C1(=CC(=CC=C1)B1OC(C(O1)(C)C)(C)C)C1=CC=C(C=C1)C1=CC=CC=C1 2-[(1,1':4',1''-terphenyl)-3-yl]-4,4,5,5-tetramethyl-1,3,2-dioxaborolane